2-((dimethylamino)methylene)-1,4-cyclohexanedione CN(C)C=C1C(CCC(C1)=O)=O